C(C)(=O)O[C@]1(C([C@@H]1C=C)(F)F)C |r| rac-methyl-((1R,3R)-2,2-difluoro-3-vinylcyclopropyl) acetate